(R)-1-(2,5-difluoropyridin-3-yl)ethyl (4-(5-((3-cyanobicyclo[1.1.1]pentan-1-yl)carbamoyl)pyrimidin-2-yl)-1-methyl-1H-pyrazol-5-yl)carbamate C(#N)C12CC(C1)(C2)NC(=O)C=2C=NC(=NC2)C=2C=NN(C2NC(O[C@H](C)C=2C(=NC=C(C2)F)F)=O)C